CNC(=O)[C@H]1[C@H](C1)C1=CC=C2C(=CC(OC2=C1)=O)C1=C(C=CC=C1)C (cis)-N-methyl-2-(2-oxo-4-(o-tolyl)-2H-chromen-7-yl)cyclopropane-1-carboxamide